(2S,5R)-5-(2-chlorophenyl)-1-(4-(2,4-dichloropyrimidin-5-yl)benzoyl)pyrrolidine-2-carboxylic acid ClC1=C(C=CC=C1)[C@H]1CC[C@H](N1C(C1=CC=C(C=C1)C=1C(=NC(=NC1)Cl)Cl)=O)C(=O)O